(7-ethoxy-6-methoxy-1-(2-(5-methoxy-1H-indol-3-yl)ethyl)-3,4-dihydroisoquinolin-2(1H)-yl)(isoxazol-3-yl)methanone C(C)OC1=C(C=C2CCN(C(C2=C1)CCC1=CNC2=CC=C(C=C12)OC)C(=O)C1=NOC=C1)OC